C(C(C)C(=O)OC1=CC=CC=C1)C(=O)OC1=CC=CC=C1 propylenebis(phenylcarboxylic acid)